ClC1=CC2=C(N(C(C(N2C)=O)=O)C2CCN(CC2)C(=O)C=2C=NN(C2C)C2=CC=CC=C2)N=C1 7-Chloro-1-methyl-4-(1-(5-methyl-1-phenyl-1H-pyrazole-4-carbonyl)piperidin-4-yl)-1,4-diHydropyrido[2,3-b]pyrazine-2,3-dione